Cl.C(CCCCC#C)N hept-6-yn-1-amine hydrochloride